2-(2-diphenylphosphino-5-trifluoromethylphenyl)-1,3-dioxolane C1(=CC=CC=C1)P(C1=C(C=C(C=C1)C(F)(F)F)C1OCCO1)C1=CC=CC=C1